tert-butyl N-[(3R)-7-(5-tert-butyl-1,3,4-oxadiazol-2-yl)-5-[[5-[(4-chlorophenyl)methyl]-3-pyridyl]methyl]-8-fluoro-1,1,4-trioxo-2,3-dihydro-1λ6,5-benzothiazepin-3-yl]carbamate C(C)(C)(C)C1=NN=C(O1)C=1C(=CC2=C(N(C([C@H](CS2(=O)=O)NC(OC(C)(C)C)=O)=O)CC=2C=NC=C(C2)CC2=CC=C(C=C2)Cl)C1)F